5-Chloro-2-(pyridin-2-yl)pyridin-3-yl 3-[4-(2-aminothiazol-4-yl)-1H-1,2,3-triazol-1-yl]-3-deoxy-2-O-methyl-1-thio-α-D-galactopyranoside NC=1SC=C(N1)C=1N=NN(C1)[C@@H]1[C@H]([C@@H](SC=2C(=NC=C(C2)Cl)C2=NC=CC=C2)O[C@@H]([C@@H]1O)CO)OC